1-butyl-2,4,5-trimethylimidazole C(CCC)N1C(=NC(=C1C)C)C